(3R)-3-amino-5-[(4-chlorophenyl)methyl]-8-fluoro-7-[5-(2-oxa-7-azaspiro[3.5]nonan-7-yl)-1,3,4-oxadiazol-2-yl]-1,1-dioxo-2,3-dihydro-1lambda6,5-benzothiazepin-4-one N[C@H]1CS(C2=C(N(C1=O)CC1=CC=C(C=C1)Cl)C=C(C(=C2)F)C=2OC(=NN2)N2CCC1(COC1)CC2)(=O)=O